C(#N)C(=C(OC)C1=CC=C(C=C1)CC(=O)OC)C#N Methyl 2-[4-(2,2-dicyano-1-methoxy eth-1-en-1-yl)phenyl]acetate